C1(=CC=CC=C1)S(=O)(=O)NC(CC=1C=C(C=CC1)C(N)=NO)C=1SC2=C(N1)C=CC(=C2)OC 3-[2-Benzenesulfonamido-2-(6-methoxy-1,3-benzothiazol-2-yl)ethyl]-N'-hydroxybenzene-1-carboximidamide